O1CCN(CC1)C1=CC=C(C=C1)CNC1=NC=CC=C1 N-(4-morpholinophenylmethyl)pyridin-2-amine